NC1=CC(=C(C(=C1)F)N1C(N(C2=C(C3=C1C=C(C=N3)Cl)C=C(C=N2)Cl)CC)=O)F 5-(4-amino-2,6-difluorophenyl)-3,10-dichloro-7-ethyl-5,7-dihydro-6H-dipyrido[2,3-d:2',3'-f][1,3]diazepin-6-one